1-(pyrrolidin-3-yl)-3-(4-(trifluoromethyl)phenyl)-1,6-dihydro-7H-pyrazolo[4,3-d]pyrimidin-7-one N1CC(CC1)N1N=C(C=2N=CNC(C21)=O)C2=CC=C(C=C2)C(F)(F)F